9-methacryloyloxy-10-hydroxy-1,4-dihydroanthracene C(C(=C)C)(=O)OC=1C2=CC=CC=C2C(=C2CC=CCC12)O